N-(2-phenyl-4-(1-(pyridin-3-ylmethyl)-1H-pyrazol-3-yl)-5,6,7,8-tetrahydroquinazolin-6-yl)acrylamide C1(=CC=CC=C1)C1=NC=2CCC(CC2C(=N1)C1=NN(C=C1)CC=1C=NC=CC1)NC(C=C)=O